4-bromo-3-methyl-1-((2-(trimethylsilyl)ethoxy)methyl)-1,3-dihydro-2H-Benzo[d]imidazol-2-one BrC1=CC=CC=2N(C(N(C21)C)=O)COCC[Si](C)(C)C